3-methyl-4-[1-(pyridin-3-ylmethyl)benzoimidazol-2-yl]-1,2,5-thiadiazole CC1=NSN=C1C1=NC2=C(N1CC=1C=NC=CC1)C=CC=C2